1-(5-(4-(cyclopropanecarbonyl)piperazine-1-carbonyl)-1H-pyrazolo[3,4-b]pyridin-4-yl)-4-methylpiperidine-4-carbonitrile C1(CC1)C(=O)N1CCN(CC1)C(=O)C=1C(=C2C(=NC1)NN=C2)N2CCC(CC2)(C#N)C